6-(m-nitrophenyl)-2-thiouracil [N+](=O)([O-])C=1C=C(C=CC1)C1=CC(NC(N1)=S)=O